C(CCCC)OC(C)=O n-pentylacetate